(aminomethyl)azetidin NCN1CCC1